tert-butyl 4-oxo-3,4-dihydroisoquinoline-2(1H)-carboxylate O=C1CN(CC2=CC=CC=C12)C(=O)OC(C)(C)C